ClC=1C=C(C=CC1F)NC(N([C@H](C)C1=CNC(C2=NC=CN=C21)=O)C)=O |r| Racemic-3-(3-chloro-4-fluorophenyl)-1-methyl-1-(1-(5-oxo-5,6-dihydropyrido[3,4-b]pyrazin-8-yl)ethyl)urea